[Ru+2].IC(C1=CC=C(C=C1)C(C)C)I diiodo(p-isopropyltoluene) ruthenium (II)